(R)-4-(4-((1-(3-(difluoromethyl)-2-fluorophenyl)ethyl)amino)-7-methoxy-2-methylpyrido[2,3-d]pyrimidin-6-yl)-N-(oxetan-3-yl)piperidine-1-carboxamide FC(C=1C(=C(C=CC1)[C@@H](C)NC=1C2=C(N=C(N1)C)N=C(C(=C2)C2CCN(CC2)C(=O)NC2COC2)OC)F)F